BrC1=NC=C(C=C1)C1CC(C1)(F)F 2-bromo-5-(3,3-difluorocyclobutyl)pyridine